CC1(OB(OC1(C)C)C=1C=NN(C1)CCCNC(OC(C)(C)C)=O)C tert-butyl (3-(4-(4,4,5,5-tetramethyl-1,3,2-dioxaborolan-2-yl)-1H-pyrazol-1-yl)propyl)-carbamate